ethyl 2-(2-((5-bromo-1-cyclopropyl-1H-indazol-3-yl)methoxy)phenyl)acetate BrC=1C=C2C(=NN(C2=CC1)C1CC1)COC1=C(C=CC=C1)CC(=O)OCC